tert-butyl (2R,5S)-4-((S)-2-(1-((benzyloxy)carbonyl)azetidin-3-yl)-6-chloro-8-fluoro-7-(2-fluoro-6-methoxyphenyl)quinazolin-4-yl)-2,5-dimethylpiperazine-1-carboxylate C(C1=CC=CC=C1)OC(=O)N1CC(C1)C1=NC2=C(C(=C(C=C2C(=N1)N1C[C@H](N(C[C@@H]1C)C(=O)OC(C)(C)C)C)Cl)C1=C(C=CC=C1OC)F)F